C(C1=CC=CC=C1)(=O)O[C@H]1[C@@H]([C@@H](OC1)C(=O)OC)F methyl (2S,3S,4R)-4-(benzoyloxy)-3-fluorotetrahydrofuran-2-carboxylate